1,4-Dibromo-1,1,2,2-tetrafluorobutane BrC(C(CCBr)(F)F)(F)F